[I-].C(C)[N+]1=C(SC2=C1C=CC(=C2)OC)C Ethyl-6-methoxy-2-methylbenzothiazolium iodide